C(C)N(CCN1N=CC(=C1)NC=1N=C(C2=C(N1)NC=C2C(=O)C2=CC=CC=C2)NC2CCC(CC2)CO)CC (2-((1-(2-(diethylamino)ethyl)-1H-pyrazol-4-yl)amino)-4-(((1s,4s)-4-(hydroxymethyl)cyclohexyl)amino)-7H-pyrrolo[2,3-d]pyrimidin-5-yl)(phenyl)methanone